CN(\C=C/C(=O)C1(CCN(CC1)C(=O)OC(C)(C)C)C=C)C Tert-Butyl 4-[(2Z)-3-(dimethylamino)prop-2-enoyl]-4-ethenylpiperidine-1-carboxylate